FC1=C(CNC2=NC=3N(C=C2)N=CC3I)C=CC=C1C(F)(F)F N-(2-fluoro-3-(trifluoromethyl)benzyl)-3-iodopyrazolo[1,5-a]pyrimidin-5-amine